CS(=O)(=O)C1(CC1)CO (1-methanesulfonyl-cyclopropyl)-methanol